tert-butyl 2-[4-(3,4-dichloro-2-fluoro-phenoxy)quinazolin-6-yl]morpholine-4-carboxylate ClC=1C(=C(OC2=NC=NC3=CC=C(C=C23)C2CN(CCO2)C(=O)OC(C)(C)C)C=CC1Cl)F